titanium nitrate salt [N+](=O)([O-])[O-].[Ti+4].[N+](=O)([O-])[O-].[N+](=O)([O-])[O-].[N+](=O)([O-])[O-]